S1C(=CC=C1)C1(CCC1)C#N (thiophen-2-yl)cyclobutane-1-carbonitrile